lithium carbonate (carbonate) C([O-])(O)=O.C(O)(O)=O.[Li+]